methyl (1r,4r)-4-(((5-(2-(2-aminopyridin-3-yl)-5-phenyl-3H-imidazo[4,5-b]pyridin-3-yl)-6-methylpyridin-2-yl)amino)methyl)cyclohexane-1-carboxylate NC1=NC=CC=C1C1=NC=2C(=NC(=CC2)C2=CC=CC=C2)N1C=1C=CC(=NC1C)NCC1CCC(CC1)C(=O)OC